N-(4-(1,4-diazepan-1-yl)-2-fluorophenyl)-7-methoxy-2-methylimidazo[1,2-a]pyridine-6-carboxamide N1(CCNCCC1)C1=CC(=C(C=C1)NC(=O)C=1C(=CC=2N(C1)C=C(N2)C)OC)F